OC(CCCC)C1=C(C(=O)O)C=CC=C1.CC1C(C1)N 2-methylcyclopropane-1-amine 2-(1-hydroxypentyl)benzoate